OC(CNC(C(=C)C)=O)COCCC[SiH2]C(O[Si](C)(C)C)O[Si](C)(C)C N-(2-hydroxy-3-(3-(bis(trimethylsilyloxy)methylsilyl)propyloxy)propyl)-2-methyl-acrylamide